ClC=1C=C(C=CC1F)NC(N(C([2H])([2H])[2H])C(C)C1=CNC(C2=CC(=C(C=C12)F)F)=O)=O 3-(3-chloro-4-fluoro-phenyl)-1-[1-(6,7-difluoro-1-oxo-2H-isoquinolin-4-yl)ethyl]-1-(methyl-d3)-urea